4-chloro-N-((1S,3R)-3-(2-(ethyl(methyl)amino)-6-(1H-1,2,4-triazol-3-yl)-1H-imidazo[4,5-c]pyridin-1-yl)cyclohexyl)picolinamide ClC1=CC(=NC=C1)C(=O)N[C@@H]1C[C@@H](CCC1)N1C(=NC=2C=NC(=CC21)C2=NNC=N2)N(C)CC